ClC1=CC=C(C=C1)C1=NN(C[C@H]1C1=CC=CC=C1)\C(\N[C@@H]1C[C@H](CC1)S(N)(=O)=O)=N/S(=O)(=O)C1=CC=C(C=C1)Cl (R,Z)-3-(4-chlorophenyl)-N'-((4-chlorophenyl)sulfonyl)-4-phenyl-N-((1S,3S)-3-sulfamoylcyclopentyl)-4,5-dihydro-1H-pyrazole-1-carboximidamide